C(#N)C(=NC)N=NC(=O)N 1-[(cyano-1-methyliminomethyl)azo]formamide